2-Butoxy chloroacetate ClCC(=O)OOC(C)CC